(1s,4s)-4-(4-(2-(2,6-dioxopiperidin-3-yl)-1,3-dioxoisoindolin-5-yl)piperazine-1-carbonyl)cyclohexane-1-carboxylic acid O=C1NC(CCC1N1C(C2=CC=C(C=C2C1=O)N1CCN(CC1)C(=O)C1CCC(CC1)C(=O)O)=O)=O